phenyl-tri(dimethylsiloxy)silane C1(=CC=CC=C1)[Si](O[SiH](C)C)(O[SiH](C)C)O[SiH](C)C